C(#N)C1=CC(=C(COC2=CC=CC(=N2)N2CCC(CC2)=C(C(=O)[O-])F)C=C1)F 2-(1-(6-((4-cyano-2-fluorobenzyl) oxy) pyridin-2-yl) piperidin-4-ylidene)-2-fluoroacetate